C(C1=C(C(=CC(=C1)C(CC(C)(C)C)(C)C)N1N=C2C(=N1)C=CC=C2)O)C2=C(C(=CC(=C2)C(CC(C)(C)C)(C)C)N2N=C1C(=N2)C=CC=C1)O 2,2'-methylenebis[6-(2H-benzotriazol-2-yl)-4-(1,1,3,3-tetramethylbutyl)phenol]